2-[(7-bromo-6-chloro-indol-1-yl)methoxy]ethyl-trimethyl-silane BrC=1C(=CC=C2C=CN(C12)COCC[Si](C)(C)C)Cl